ClC1=CC2=C(OC(CN2)C(=O)N[C@@H]2CC[C@H](CC2)C=2OC(=NN2)COC2=CC=C(C=C2)Cl)C=C1 trans-6-chloro-N-(4-(5-((4-chlorophenoxy)methyl)-1,3,4-oxadiazol-2-yl)cyclohexyl)-3,4-dihydro-2H-benzo[b][1,4]oxazine-2-carboxamide